C(C)OC(C(F)(F)C=1C=C(C(=C(C(=O)OC)C1)C)C(F)(F)F)=O methyl 5-(2-ethoxy-1,1-difluoro-2-oxoethyl)-2-methyl-3-(trifluoromethyl)benzoate